3-[6-(azetidin-1-yl)-5-(trifluoromethyl)-pyridin-3-yl]-8-dimethylamino-8-phenyl-1,3-diazaspiro[4.5]decan-2-one N1(CCC1)C1=C(C=C(C=N1)N1C(NC2(C1)CCC(CC2)(C2=CC=CC=C2)N(C)C)=O)C(F)(F)F